2-{[3-(1-Amino-1-cyclopropylethyl)-1-[2-(dimethylamino)ethyl]pyrazolo[3,4-c]pyridin-5-yl]amino}-7,7-dimethyl-7,8-dihydro-5H-pyrano[4,3-b]pyridin-5-one NC(C)(C1CC1)C1=NN(C2=CN=C(C=C21)NC2=CC=C1C(=N2)CC(OC1=O)(C)C)CCN(C)C